3-[(3-Fluorophenoxymethylthio)methyl]-1H-1,2,4-triazole-5(4H)-thione FC=1C=C(OCSCC2=NNC(N2)=S)C=CC1